tert-butyl (5-fluoro-1'-methyl-1',2',3',6'-tetrahydro-[4,4'-bipyridin]-3-yl)carbamate FC=1C(=C(C=NC1)NC(OC(C)(C)C)=O)C=1CCN(CC1)C